carbonic acid 4-[(S)-2-((S)-2-{2-[2-(2-tert-butoxycarbonylamino-acetylamino)-acetylamino]-acetylamino}-3-methyl-butyrylamino)-5-ureido-pentanoylamino]-benzyl ester 4-nitro-phenyl ester [N+](=O)([O-])C1=CC=C(C=C1)OC(OCC1=CC=C(C=C1)NC([C@H](CCCNC(=O)N)NC([C@H](C(C)C)NC(CNC(CNC(CNC(=O)OC(C)(C)C)=O)=O)=O)=O)=O)=O